(R)-N-[(1S)-1-(3-bromophenyl)but-3-en-1-yl]-2-methylpropan-2-sulfinamide BrC=1C=C(C=CC1)[C@H](CC=C)N[S@](=O)C(C)(C)C